CN(C1=C(C(=O)NC(C)C2=CC=CC=C2)C=C(C=C1)[N+](=O)[O-])C 2-(dimethylamino)-5-nitro-N-(1-phenylethyl)benzamide